BrC1=C(N=CS1)COC 5-bromo-4-(methoxymethyl)-1,3-thiazole